manganese sulfate S(=O)(=O)([O-])[O-].[Mn+2]